(S)-1-(4-(2,2,2-trifluoro-1-((4-(4-morpholino-7H-pyrrolo[2,3-d]pyrimidin-6-yl)phenyl)amino)ethyl)piperidin-1-yl)prop-2-en-1-one FC([C@@H](NC1=CC=C(C=C1)C1=CC2=C(N=CN=C2N2CCOCC2)N1)C1CCN(CC1)C(C=C)=O)(F)F